N1=CC=C(C2=CC=CC=C12)C1OC(=C(C1=O)OS(=O)(=O)C1=CC=CC=C1)N 2-(4-quinolinyl)-4-[[phenylsulfonyl]oxy]-5-amino-3(2H)-furanone